CN(C)CCO N-dimethylaminoethanol